2-Methyl-2,3-butanedicarboxylic acid CC(C)(C(C)C(=O)O)C(=O)O